N-(n-Butyl)-3-aminopropylmethyldimethoxysilan C(CCC)NCCC[Si](OC)(OC)C